N[C@H]1CS(C2=C(N(C1=O)CC1=CC=C(C=C1)Cl)C=C(C(=C2)F)N2N=CC(=C2)CC)(=O)=O (3R)-3-amino-5-[(4-chlorophenyl)methyl]-7-(4-ethylpyrazol-1-yl)-8-fluoro-1,1-dioxo-2,3-dihydro-1λ6,5-benzothiazepin-4-one